(2-hydroxypyrimidin-5-yl)boronic acid OC1=NC=C(C=N1)B(O)O